4-(2-((4-methyl-6-(trifluoromethyl)pyridin-3-yl)sulfonyl)-2-azaspiro[3.4]oct-6-yl)morpholine CC1=C(C=NC(=C1)C(F)(F)F)S(=O)(=O)N1CC2(C1)CC(CC2)N2CCOCC2